C(C)(C)(C)OC(=O)N1CC=2N(CC1)C(=NN2)C=2OC(=CC2)C=O 3-(5-formylfuran-2-yl)-5,6-dihydro-[1,2,4]triazolo[4,3-a]pyrazine-7(8H)-carboxylic acid tert-butyl ester